N-(4-(1H-pyrazol-4-yl)phenyl)-2-(5-methoxy-1H-indazol-1-yl)pyrimidin-4-amine N1N=CC(=C1)C1=CC=C(C=C1)NC1=NC(=NC=C1)N1N=CC2=CC(=CC=C12)OC